C(C)(C)C1OC2=C(N(C1)C)C=C(C=C2)OC 2-isopropyl-6-methoxy-4-methyl-3,4-dihydro-2H-1,4-benzoxazin